2-Methoxyacetic anhydride COCC(=O)OC(COC)=O